1-(5-(difluoromethyl)-1,3,4-thiadiazol-2-yl)-4-((3S,5R)-3,5-dimethylpiperazin-1-yl)-N-(1-methylcyclopropyl)-1H-indazole-6-sulfonamide FC(C1=NN=C(S1)N1N=CC2=C(C=C(C=C12)S(=O)(=O)NC1(CC1)C)N1C[C@@H](N[C@@H](C1)C)C)F